OP(O)OP(O)O.C(C)(C)C1=C(C=CC(=C1)C(C)C)C(O)(C(CO)(CO)CO)C1=C(C=C(C=C1)C(C)C)C(C)C bis(2,4-diisopropylphenyl)pentaerythritol diphosphite